FC1=C(C(=C(C=C1)C1=CC=CC=C1)F)F trifluorobiphenyl